C(C)(C)(C)OC(=O)N1CCC(CC1)C=1C=NC(=CC1)C1N(CC(C1)C(=O)OC)C 4-{6-[4-(methoxycarbonyl)-1-methylpyrrolidin-2-yl]pyridin-3-yl}piperidine-1-carboxylic acid tert-butyl ester